cyclopropansulfonamid C1(CC1)S(=O)(=O)N